methyl (S)-4-(1-(3-(difluoromethyl)-1-methyl-5-(3-(prop-1-yn-1-yl)phenoxy)-1H-pyrazole-4-carboxamido)ethyl)benzoate FC(C1=NN(C(=C1C(=O)N[C@@H](C)C1=CC=C(C(=O)OC)C=C1)OC1=CC(=CC=C1)C#CC)C)F